2-[(3S)-3-(Aminomethyl)-1-piperidyl]-N-(5-cyclopentyl-1H-pyrazol-3-yl)pyrimidin-4-amine NC[C@H]1CN(CCC1)C1=NC=CC(=N1)NC1=NNC(=C1)C1CCCC1